3-(OXOLAN-3-YLOXY)PROPANAL O1CC(CC1)OCCC=O